ClC=1CN(C(=CC1OCC1=NC=C(C=C1F)F)C)C1=CC(=NC=C1C)C1=NC(=NC=C1)C(C)(C)O 3-chloro-4-((3,5-difluoropyridin-2-yl)methoxy)-2'-(2-(2-hydroxy-propan-2-yl)pyrimidin-4-yl)-5',6-dimethyl-2H-[1,4'-bipyridine]